(4-chloro-2-fluoro-5-formylphenyl)boric acid ClC1=CC(=C(C=C1C=O)OB(O)O)F